FC1=C(C=CC=C1)C(CC)N[S@@](=O)C(C)(C)C (S)-N-[1-(2-fluorophenyl)propyl]-2-methylpropane-2-sulfinamide